CC=1C=CC=2N(C3=CC=C(C=C3C2C1)C)C1=CC=C(C=C1)C1=C(C(=C(C(=C1C=1C=NC=CC1)C1=CC=C(C=C1)N1C2=CC=C(C=C2C=2C=C(C=CC12)C)C)C1=CC=C(C=C1)N1C2=CC=C(C=C2C=2C=C(C=CC12)C)C)C#N)C1=CC=C(C=C1)N1C2=CC=C(C=C2C=2C=C(C=CC12)C)C 4,4''-bis(3,6-dimethyl-9H-carbazol-9-yl)-4',5'-bis(4-(3,6-dimethyl-9H-carbazol-9-yl)phenyl)-6'-(pyridin-3-yl)-[1,1':2',1''-terphenyl]-3'-carbonitrile